5-methyl-5-propargyloxycarbonyl-1,3-dioxane-2-one CC1(COC(OC1)=O)C(=O)OCC#C